OC1=C(C(C2CCC1C2)=O)C(=O)C=2C(=NC(=CC2)C(F)(F)F)COCCOC 4-Hydroxy-3-[[2-[(2-methoxy-ethoxy)-methyl]-6-trifluoromethyl-3-pyridinyl]-carbonyl]-bicyclo[3.2.1]oct-3-en-2-on